4-{6-[4-(4-methoxyphenyl)piperidin-1-yl]pyridin-3-yl}-6-methyl-1-tosyl-1H-pyrrolo[2,3-c]pyridin-7(6H)-one COC1=CC=C(C=C1)C1CCN(CC1)C1=CC=C(C=N1)C=1C2=C(C(N(C1)C)=O)N(C=C2)S(=O)(=O)C2=CC=C(C)C=C2